2-(4-((4-((3,5-dimethyl-1H-pyrazol-4-yl)amino)quinazolin-2-yl)amino)phenyl)acetonitrile CC1=NNC(=C1NC1=NC(=NC2=CC=CC=C12)NC1=CC=C(C=C1)CC#N)C